COC1=C(C=CC=C1)NS(=O)(=O)C=1C=C(C(=O)NC2=CC(=CC=C2)C(F)(F)F)C=CC1 3-(N-(2-methoxyphenyl)sulfamoyl)-N-(3-(trifluoromethyl)phenyl)benzamide